(1S,3'R,6'R)-6-chloro-3,4-dihydro-2H,14'H-spiro[naphthalene-1,21'-[19]oxa[12]thia[1,13]diazatetracyclo[13.7.2.03,6.018,23]tetracosa[15,17,23]trien]-14'-one 12',12'-dioxide ClC=1C=C2CCC[C@]3(COC4=CC=C5C(NS(CCCCC[C@@H]6CC[C@H]6CN(C3)C4=C5)(=O)=O)=O)C2=CC1